C[GeH](C=1OC=CC1)C dimethylfuranylgermane